4,4,5,5-tetramethyl-2-(2-methylbiphenyl-3-yl)-1,3,2-dioxaborolan CC1(OB(OC1(C)C)C=1C(=C(C=CC1)C1=CC=CC=C1)C)C